citrulline tartrate C(=O)(O)C(O)C(O)C(=O)O.N[C@@H](CCCNC(=O)N)C(=O)O